CC=1C(=CC(=NC1)C(=O)NC1=CC(=C(C=C1)C)C=1C=NC2=CC(=NC=C2C1)NC)C(F)(F)F 5-Methyl-N-(4-methyl-3-(7-(methylamino)-1,6-naphthyridin-3-yl)phenyl)-4-(trifluoromethyl)picolinamide